C(C1C(C(=O)[O-])CCCC1)(=O)OCCOC(C(=C)C)=O methacryloxyethyl hexahydrophthalate